C(CCCCCCCCCCCCCCCCCCCCCCCCC)(=O)NC(CO)C(C(CCCCCCCCCCCCCC)O)O 2-(N-hexacosanoylamino)-1,3,4-octadecanetriol